2-(4-(3-(4-bromobenzoylamino)phenyl)-1H-1,2,3-triazol-1-yl)acetic acid BrC1=CC=C(C(=O)NC=2C=C(C=CC2)C=2N=NN(C2)CC(=O)O)C=C1